(4-(3-amino-6-(1-isobutyrylpiperidin-4-yl)-1H-indazol-4-yl)phenyl)-5-(4-fluorophenyl)-1-methyl-4-oxo-1,4-dihydropyridine-3-carboxamide NC1=NNC2=CC(=CC(=C12)C1=CC=C(C=C1)C=1N(C=C(C(C1C(=O)N)=O)C1=CC=C(C=C1)F)C)C1CCN(CC1)C(C(C)C)=O